C(#C)C1=C2C(=CC(=CC2=CC=C1F)C(C#N)(C)C)C1=C(C=2N=C(N=C(C2C=N1)N(C[C@H]1NCCCC1)C)N1CCOCC1)F (S)-2-(5-ethynyl-6-fluoro-4-(8-fluoro-4-(methyl(piperidin-2-ylmethyl)amino)-2-morpholinopyrido[4,3-d]pyrimidin-7-yl)naphthalen-2-yl)-2-methylpropanenitrile